C(C)(C)C1=C(C=CC=C1)C1=NC=C(C(=N1)N)C(F)(F)F 2-(2-isopropylphenyl)-5-(trifluoromethyl)pyrimidin-4-amine